C(=O)O.COCCN1C(=NC2=C1C=C(C=C2)C(=O)O)CN2CCC(CC2)C2=CC=CC=1OC(OC12)(C1=NC(=CC=C1)C)C 1-(2-methoxyethyl)-2-({4-[2-methyl-2-(6-methylpyridin-2-yl)-1,3-benzodioxol-4-yl]piperidin-1-yl}methyl)-1H-benzimidazole-6-carboxylic acid, formate salt